C(CCCC)[Se][Se]CCCCC diamyl diselenide